C(C)SCC DiEthylSulfid